tert-butyl 4-((2,4-dichloropyridin-3-yl) methyl)-4-hydroxypiperidine-1-carboxylate ClC1=NC=CC(=C1CC1(CCN(CC1)C(=O)OC(C)(C)C)O)Cl